FC1=C(COC=2C=C(C=C3C=C(NC23)CN2C(C(=CC=C2)NC([C@@H](CC\C=C\C(=O)N(C)C)CN(C([O-])=O)C)=O)=O)F)C=CC(=C1)F (S,E)-1-((1-((7-((2,4-Difluorobenzyl)oxy)-5-fluoro-1H-indol-2-yl)methyl)-2-oxo-1,2-dihydropyridin-3-yl)amino)-7-(dimethylamino)-1,7-dioxohept-5-en-2-yl-dimethylcarbamat